2'-chloro-N-(5-(5-(1,1-di-fluoroethyl)picolinoyl)-5,6-dihydro-4H-pyrrolo[3,4-d]thiazol-2-yl)-5'-methoxy-6-methyl-[4,4'-bipyridine]-3-carboxamide ClC1=NC=C(C(=C1)C1=C(C=NC(=C1)C)C(=O)NC=1SC2=C(N1)CN(C2)C(C2=NC=C(C=C2)C(C)(F)F)=O)OC